5,5',6,6'-tetrahydro-4H,4'H-2,2'-bi(1,3-oxazine) O1C(=NCCC1)C=1OCCCN1